(1s,2s)-(+)-N,N'-dimethyl-cyclohexane-1,2-diamine CN[C@@H]1[C@H](CCCC1)NC